4-(7-(8-ethylnaphthalen-1-yl)-8-fluoro-2-((hexahydro-1H-pyrrolizin-7a-yl)methoxy)pyrido[4,3-d]pyrimidin-4-yl)-1,4-oxazepan C(C)C=1C=CC=C2C=CC=C(C12)C1=C(C=2N=C(N=C(C2C=N1)N1CCOCCC1)OCC12CCCN2CCC1)F